(R)-2-Amino-3-(3-fluorophenyl)-N-(4-(pyridin-4-yl)phenyl)propanamide dihydrochloride Cl.Cl.N[C@@H](C(=O)NC1=CC=C(C=C1)C1=CC=NC=C1)CC1=CC(=CC=C1)F